1-(3-chlorophenyl)-4-(3-chloropropyl)piperazine hydrochloride Cl.ClC=1C=C(C=CC1)N1CCN(CC1)CCCCl